CC1=CCC(CC1)/C(=C\CC=C(C)C)/C cis-ALPHA-bisabolene